CC1=C(C(=O)C=2C=C3C=4C=C(C=CC4N(C3=CC2)CC)C(=O)C2CCCCC2)C=CC=C1 1-(6-(2-methylbenzoyl)-9-ethylcarbazol-3-yl)-1-cyclohexyl-methane-1-one